C(CCCCCCCCCCC)C=1C(=C(C=C(C1)C)N1N=C2C(=N1)C=CC=C2)O 2-(3'-dodecyl-2'-hydroxy-5'-methyl-phenyl)benzotriazole